FC1=C(C#N)C(=CC(=C1)CC(C)C)O 2-fluoro-6-hydroxy-4-isobutylbenzonitrile